3-methylhepta-1,5-diene CC(C=C)CC=CC